(3-Amino-5-methylidene-5,6,9,10-tetrahydro-4H-[1,2]oxazolo[3,4-c]pyrido[4',3':3,4]pyrazolo-[1,5-a]azepin-11(12H)-yl)(3,4-dichlorophenyl)methanone NC=1ON=C2C=3N(CC(CC21)=C)N=C2C3CN(CC2)C(=O)C2=CC(=C(C=C2)Cl)Cl